(4-(4-fluoro-1H-indol-3-yl)furan-2-yl)-4-oxobutanoic acid FC1=C2C(=CNC2=CC=C1)C=1C=C(OC1)C(C(=O)O)CC=O